bisindenyl-chromium C1(C=CC2=CC=CC=C12)[Cr]C1C=CC2=CC=CC=C12